CC1=NC2=C(N1CC1=CC=C(C(=O)O)C=C1)C=CC=C2C2=CC=C(C=C2)C=2CCCCC2 4-((2-methyl-4-(2',3',4',5'-tetrahydro-[1,1'-biphenyl]-4-yl)-1H-benzo[d]imidazol-1-yl)methyl)benzoic acid